ClC1=C(C2=C(NC(O[C@]23CN(CC3)C3=CN=CC(=N3)C(=O)NCC3=CC=C2C=CC(OC2=C3)=O)=O)C=C1)F (S)-6-(6-Chloro-5-fluoro-2-oxo-1,2-dihydrospiro[benzo[d][1,3]oxazine-4,3'-pyrrolidin]-1'-yl)-N-((2-oxo-2H-chromen-7-yl)methyl)pyrazine-2-carboxamide